4-dimethylpentadienyl-(methylcyclopentadienyl)ruthenium CC(=C(C=1C=CC(C1)(C)[Ru])C)C=CC